4-{2-{[6-(3,4-dichlorophenyl)pyrazin-2-yl]oxy}ethyl}morpholine ClC=1C=C(C=CC1Cl)C1=CN=CC(=N1)OCCN1CCOCC1